methyl 5-(3-chloropropylsulfonimidoyl)benzofuran-2-carboxylate ClCCCS(=O)(=N)C=1C=CC2=C(C=C(O2)C(=O)OC)C1